2,2,3,3,4,4-hexafluorobutyl methacrylate C(C(=C)C)(=O)OCC(C(C(F)F)(F)F)(F)F